4-hexyldecyl-6-[[6-(4-hexyldecoxy)-6-oxo-hexyl]-(2-hydroxyethyl)amino]hexanoate C(CCCCC)C(CCCOC(CCCCCN(CCO)CCCCCC(=O)OCCCC(CCCCCC)CCCCCC)=O)CCCCCC